ClC1=CC=C(C=C1)N1N=C(C(=C1F)C(F)(F)F)OC 1-(4-chlorophenyl)-5-fluoro-3-methoxy-4-trifluoromethylpyrazole